N-[(E)-(1-Hydroxy-3H-2,1-benzoxaborol-5-yl)methylenamino]-N,5-dimethyl-1,1-dioxo-1,2-benzothiazol-3-amin OB1OCC2=C1C=CC(=C2)\C=N\N(C2=NS(C1=C2C=C(C=C1)C)(=O)=O)C